5-hydroxy-N,N-dimethyl-tryptamine OC1=CC=C2NC=C(CCN(C)C)C2=C1